ClC1=CC=C2C(=N1)C(NN2C2OCCCC2)=O 5-chloro-1-(tetrahydro-2H-pyran-2-yl)-1,2-dihydro-3H-pyrazolo[4,3-b]pyridin-3-one